C1(CCCCC1)C=COC 2-cyclohexyl-1-methoxyethylene